CS(=O)(=O)NC=1C=C(C=CC1)NC(=O)C1CN(CCC1)C(=O)NC=1SC=CC1 N3-(3-(methylsulfonamido)phenyl)-N1-(thiophen-2-yl)piperidine-1,3-dicarboxamide